C(C=C)(=O)OC12C(OC3CC(CC31)C2)=O acryloyloxy-3-oxatricyclo[4.2.1.04,8]Nonane-2-one